C(#N)C1CC(C1)(CC1=NN=CN1C)C=1C=C(C=CC1)NC(=O)C1=NC(=NC(=C1)CN1C[C@H](C(CC1)(F)F)C)C1CC1 N-(3-((1r,3R)-3-cyano-1-((4-methyl-4H-1,2,4-triazol-3-yl)methyl)cyclobutyl)phenyl)-2-cyclopropyl-6-(((R)-4,4-difluoro-3-methylpiperidin-1-yl)methyl)pyrimidine-4-carboxamide